N-(1-(2,4-bis(trifluoromethyl)benzyl)-5-methyl-1H-pyrazol-4-yl)-[2,3'-bipyridine]-5'-carboxamide FC(C1=C(CN2N=CC(=C2C)NC(=O)C=2C=C(C=NC2)C2=NC=CC=C2)C=CC(=C1)C(F)(F)F)(F)F